C1=C(C=CC2=CC=CC=C12)CN1N=C2C=CC(=CC2=C1)C(=O)O 2-Naphthalen-2-ylmethyl-2H-indazole-5-carboxylic acid